COC(CC(=O)O)(C)C 3-methoxy-3-methylbutanoic acid